COC1=CC=C2C=C(NC2=C1)C(=O)O 6-methoxy-1H-indole-2-carboxylic acid